FC1=CC=C2NC(C(N(C2=C1)C1=CC=CC=C1)=O)=O 7-fluoro-1-phenylquinoxaline-2,3(1H,4H)-dione